FC1=C2C=CN(C2=C(C=C1)C(=O)NC1CC2(CCC2)C1)CC1=CC=C(C=C1)N1CCOCC1 (Sa)-6-(4-Fluoro-1-(4-morpholinobenzyl)-1H-indol-7-carboxamido)spiro[3.3]heptan